COC=1C=C(C=CC1OCCCCCCCCCCCCCC)C=CC(C=CC1=CC(=C(C=C1)OCCCCCCCCCCCCCC)OC)=O 1,5-Bis(3-methoxy-4-tetradecyloxyphenyl)penta-1,4-dien-3-on